NC=1N=CC=C2C(=CN=CC12)NC(C(N1[C@H](CC[C@@H](C1)C)C=1C=CC2=C(N=C(S2)C2(COC2)CN(C)C)C1)=O)=O N-(8-amino-2,7-naphthyridin-4-yl)-2-oxo-2-[(2R,5S)-2-[2-[3-[(dimethylamino)methyl]oxetan-3-yl]-1,3-benzothiazol-5-yl]-5-methyl-1-piperidyl]acetamide